CC1=C(C=C2C(=CC=NC2=C1)OCCNC1CCNCC1)[N+](=O)[O-] 4-((2-((7-methyl-6-nitroquinolin-4-yl)oxy)ethyl)amino)piperidine